N-hydroxy-4-((3-(2-methoxyphenylethyl)-2,4-dioxo-3,4-dihydroquinazolin-1(2H)-yl)methyl)benzamide ONC(C1=CC=C(C=C1)CN1C(N(C(C2=CC=CC=C12)=O)CCC1=C(C=CC=C1)OC)=O)=O